2-((2S,4S)-5-chloro-6-fluoro-2-((((cis)-4-hydroxy-4-methylcyclohexyl)amino)methyl)-2-phenyl-2,3-dihydrobenzofuran-4-yl)-3-fluoro-4-(((R)-tetrahydrofuran-2-yl)methoxy)benzamide ClC=1C(=CC2=C(C[C@](O2)(C2=CC=CC=C2)CNC2CCC(CC2)(C)O)C1C1=C(C(=O)N)C=CC(=C1F)OC[C@@H]1OCCC1)F